pyrrolo[2,1-f][1,2,4]Triazine-2-carbonitrile N=1N2C(C=NC1C#N)=CC=C2